C1(CC1)C(=O)NC1=NC=C(C(=O)NC([2H])([2H])[2H])C(=C1)NC1=C(C(=CC=C1)C1=NC=CC=N1)OC 6-(cyclopropanecarboxamido)-4-((2-methoxy-3-(pyrimidin-2-yl)phenyl)amino)-N-(methyl-d3)nicotinamide